2'-[(2-chlorophenyl)amino]-6'-(dibutylamino)-spiro[isobenzofuran-1(3H),9'-(9H)xanthen]-3-one ClC1=C(C=CC=C1)NC1=CC=2C3(C4=CC=C(C=C4OC2C=C1)N(CCCC)CCCC)OC(C1=CC=CC=C13)=O